Methyl ((S)-1-((1S,3aR,6aS)-1-(((S)-6,6-difluoro-1-(methylamino)-1,2-dioxoheptan-3-yl)carbamoyl)hexahydrocyclopenta[c]pyrrol-2(1H)-yl)-3,3-dimethyl-1-oxobutan-2-yl)carbamate FC(CC[C@@H](C(C(=O)NC)=O)NC(=O)[C@H]1N(C[C@H]2[C@@H]1CCC2)C([C@H](C(C)(C)C)NC(OC)=O)=O)(C)F